7-(dimethoxymethyl)-4-fluoro-6-vinyl-3,4-dihydro-2,4-methylene-1,8-naphthyridine-1(2H)-carboxylic acid tert-butyl ester C(C)(C)(C)OC(=O)N1C2CC(C3=CC(=C(N=C13)C(OC)OC)C=C)(C2)F